COC=1C(=C2C=CNC2=C(C1)C)CN1C(CN(CC1)CC(F)(F)F)C1=CC=C(C(=O)O)C=C1 4-(1-((5-methoxy-7-methyl-1H-indol-4-yl)methyl)-4-(2,2,2-trifluoroethyl)piperazin-2-yl)benzoic acid